(R)-4-((2-cyanophenyl)thio)-6-(1-(2-oxopiperidin-4-yl)-1H-pyrazol-4-yl)pyrazolo[1,5-a]pyridine-3-carbonitrile C(#N)C1=C(C=CC=C1)SC=1C=2N(C=C(C1)C=1C=NN(C1)[C@H]1CC(NCC1)=O)N=CC2C#N